(1R,5R)-N-(7-methoxy-4-(1-methyl-3-phenyl-1H-pyrazol-4-yl)quinazolin-6-yl)-5-methyl-3-oxabicyclo[3.1.0]hexane-1-carboxamide COC1=C(C=C2C(=NC=NC2=C1)C=1C(=NN(C1)C)C1=CC=CC=C1)NC(=O)[C@]12COC[C@@]2(C1)C